tert-butyl (S)-2-(5-phenethyl-1,3,4-oxadiazol-2-yl)piperidine-1-carboxylate C(CC1=CC=CC=C1)C1=NN=C(O1)[C@H]1N(CCCC1)C(=O)OC(C)(C)C